C(CCCCCCC)C(C(=O)OC(C([2H])([2H])N1N=CN=N1)C1=C(C=CC=C1)Cl)(CCCCCCCBr)CCCCCCCCC 1-(2-chlorophenyl)-2-(2H-tetrazol-2-yl)ethane-2,2-d2-1-ol octylnonyl-9-bromononanoate